CC1OCC2=CC=C(C=C12)C 1,6-dimethyl-1,3-dihydroisobenzofuran